3-(5-(difluoromethyl)-1,3,4-thiadiazol-2-yl)-N-(3-(fluoromethyl)oxetan-3-yl)-8-(4-isobutyrylpiperazin-1-yl)-N-((2-(trimethylsilyl)ethoxy)methyl)imidazo[1,5-a]pyridine-6-Sulfonamide FC(C1=NN=C(S1)C1=NC=C2N1C=C(C=C2N2CCN(CC2)C(C(C)C)=O)S(=O)(=O)N(COCC[Si](C)(C)C)C2(COC2)CF)F